C(C1=CC=CC=C1)C1N(C(OC1)=O)C(\C=C\C1=C(C=CC=C1)C(F)(F)F)=O (E)-4-benzyl-3-(3-(2-trifluoromethylphenyl)acryloyl)oxazolidin-2-one